tert-butyl (S)-2-(2-(3-bromo-5-(tert-butyl) phenyl)-4-methoxy-4-carbonylbutyl)-2,7-diazaspiro[3.5]nonane-7-carboxylate BrC=1C=C(C=C(C1)C(C)(C)C)[C@@H](CN1CC2(C1)CCN(CC2)C(=O)OC(C)(C)C)CC(=C=O)OC